ClC1=C(C(=O)NC2=C3C=NN(C3=CC=C2)C2=CC(=NC(=C2)C)C)C=C(C=C1)CNC(C(C)(C)C)=O 2-Chloro-5-{[(2,2-dimethylpropanoyl)amino]methyl}-N-[1-(2,6-dimethylpyridin-4-yl)-1H-indazol-4-yl]benzamide